magnesium glycine salt NCC(=O)[O-].[Mg+2].NCC(=O)[O-]